N-(3-(4-(6-hydroxy-2-(4-hydroxyphenyl)benzo[b]thiophene-3-carbonyl)phenoxy)propanyl)pentanamide OC=1C=CC2=C(SC(=C2C(=O)C2=CC=C(OCCCNC(CCCC)=O)C=C2)C2=CC=C(C=C2)O)C1